rac-(1r,2r)-2-(difluoromethyl)cyclopropylamine FC([C@H]1[C@@H](C1)N)F |r|